(2S)-2-amino-N-[(5-chloro-4-isoquinolyl)-cyano-methyl]-3-(1-fluorocyclopropyl)propanamide N[C@H](C(=O)NC(C#N)C1=CN=CC2=CC=CC(=C12)Cl)CC1(CC1)F